(2s,3s)-2-AMINO-3-HYDROXY-PENTANOIC ACID N[C@H](C(=O)O)[C@H](CC)O